C1=CC=C(C=2OC3=C(C21)C=CC=C3B(O)O)B(O)O dibenzo[b,d]furan-4,6-diboronic acid